2-[(2E)-2-(aminomethyl)-3-fluoroprop-2-en-1-yl]-4-(4-fluorophenyl)-2,4-dihydro-3H-1,2,4-triazol-3-one hydrochloride Cl.NC/C(/CN1N=CN(C1=O)C1=CC=C(C=C1)F)=C\F